(2R,3R,4R,5S)-5-((4-(2-(2-(2-aminoethoxy)ethoxy)ethoxy)-6-(trifluoromethyl)pyrimidin-2-yl)amino)-2-(hydroxymethyl)tetrahydro-2H-pyran-3,4-diol NCCOCCOCCOC1=NC(=NC(=C1)C(F)(F)F)N[C@@H]1[C@H]([C@H]([C@H](OC1)CO)O)O